bromo-indazole BrC1=NNC2=CC=CC=C12